(4-(Oxetan-3-yl)piperazin-1-yl)-N-(2-phenoxyethyl)-1H-benzo[d]imidazole-1-carboxamide O1CC(C1)N1CCN(CC1)C1=NC2=C(N1C(=O)NCCOC1=CC=CC=C1)C=CC=C2